(2S)-2-[3,3-dimethyl-4-(6-oxo-1H-pyridine-3-carbonyl)piperazin-1-yl]-N-[6-(4-fluorophenoxy)pyridazin-3-yl]propanamide CC1(CN(CCN1C(=O)C1=CNC(C=C1)=O)[C@H](C(=O)NC=1N=NC(=CC1)OC1=CC=C(C=C1)F)C)C